C[C@H](CCC(=O)NCCS(=O)(=O)[O-])[C@H]1CC[C@@H]2[C@@]1(CC[C@H]3[C@H]2[C@H](C[C@H]4[C@@]3(CC[C@H](C4)O)C)O)C The molecule is an organosulfonate oxoanion that is the conjugate base of tauroursodeoxycholic acid arising from deprotonation of the sulfonate OH group; major species at pH 7.3. It is a cholanic acid conjugate anion and an organosulfonate oxoanion. It is a conjugate base of a tauroursodeoxycholic acid.